rac-Benzyl N-[(3R,4R)-1-{2-[1-(cyclopropylmethyl)-1H-pyrrolo[2,3-b]pyridin-2-yl]-7-methoxy-1-methyl-1H-1,3-benzodiazole-5-carbonyl}-4-hydroxypiperidin-3-yl]carbamate C1(CC1)CN1C(=CC=2C1=NC=CC2)C2=NC1=C(N2C)C(=CC(=C1)C(=O)N1C[C@H]([C@@H](CC1)O)NC(OCC1=CC=CC=C1)=O)OC |r|